3,9-bis(3-aminopropyl)-2,4,8,10-tetraoxa-spiro[5.5]undecane NCCCC1OCC2(CO1)COC(OC2)CCCN